N-(4-carbamoyl-2,2-difluoro-6-methyl-1,3-benzodioxol-5-yl)-2-(3-chloro-2-pyridinyl)-5-(trifluoromethyl)pyrazole-3-carboxamide C(N)(=O)C1=C(C(=CC=2OC(OC21)(F)F)C)NC(=O)C=2N(N=C(C2)C(F)(F)F)C2=NC=CC=C2Cl